CC1=NNC(=C1C1=CC=C(NC([C@H]([C@@H]2CCC3=CC=CC=C23)NC(=O)C=2N(N=CC2)C)=O)C=C1)C N-[(1S)-2-[4-(3,5-dimethyl-1H-pyrazol-4-yl)anilino]-1-[(1R)-indan-1-yl]-2-oxo-ethyl]-2-methyl-pyrazole-3-carboxamide